6-acetyl-8-cyclopentyl-2-((5-(1-(5-(hydroxymethyl)pyridin-2-yl)piperidin-4-yl)pyridin-2-yl)amino)-5-methylpyrido[2,3-d]pyrimidin-7(8H)-one C(C)(=O)C1=C(C2=C(N=C(N=C2)NC2=NC=C(C=C2)C2CCN(CC2)C2=NC=C(C=C2)CO)N(C1=O)C1CCCC1)C